CC(C)(C)C1=CC(=C(C=C1)Br)Cl bromo-4-(tert-butyl)-2-chlorobenzene